FCCC12CC(C1)(C2)C(=O)N(C)OC 3-(2-fluoroethyl)-N-methoxy-N-methyl-bicyclo[1.1.1]pentane-1-carboxamide